C(CC(CCC)SSC(CCO)CCC)O 3,3'-dithiobis(hexane-1-ol)